triphenyl(t-butylperoxy)silane C1(=CC=CC=C1)[Si](OOC(C)(C)C)(C1=CC=CC=C1)C1=CC=CC=C1